N-((R)-3,3-difluoro-1-(oxetan-3-yl)piperidin-4-yl)-6-fluoro-5-(1-((S)-2-fluoropropyl)-1H-benzo[d][1,2,3]triazol-6-yl)-4-methoxypyrrolo[2,1-f][1,2,4]triazin-2-amine FC1(CN(CC[C@H]1NC1=NN2C(C(=N1)OC)=C(C(=C2)F)C=2C=CC1=C(N(N=N1)C[C@H](C)F)C2)C2COC2)F